C(C1=CC=CC=C1)N[C@H](C)C1=CC=CC=C1 (R)-(+)-N-benzyl-1-phenylethan-1-amine